C1(CC1)C=1C(=NSC1C(=O)OCC)C=1C(=NN(C1)C)C ethyl 4-cyclopropyl-3-(1,3-dimethylpyrazol-4-yl)-1,2-thiazole-5-carboxylate